N-(5-cyano-4-((2-methoxyethyl)amino)pyridin-2-yl)-4-fluoro-7-formyl-3,4-dihydro-2,4-methylene-1,8-naphthyridine-1(2H)-carboxamide C(#N)C=1C(=CC(=NC1)NC(=O)N1C2CC(C3=CC=C(N=C13)C=O)(C2)F)NCCOC